BrC1=NC=C(N=C1C)CN1N=CC(=C1)[N+](=O)[O-] 2-bromo-3-methyl-5-((4-nitro-1H-pyrazol-1-yl)methyl)pyrazine